COC1=CC(=CC=N1)C(=O)O.CN(CCCNC(C(=C)C)=O)C N-[3-(dimethylamino)propyl]-2-methyl-2-propenamide 6-methoxy-pyridine-4-carboxylate